ClC1=C(C=CC(=C1OCC)[N+](=O)[O-])OCC 2-chloro-1,3-diethoxy-4-nitrobenzene